silicon-manganese oxide [O-2].[Mn+2].[Si+4].[O-2].[O-2]